(5-carboxypentyl)(triphenyl)phosphonium bromide [Br-].C(=O)(O)CCCCC[P+](C1=CC=CC=C1)(C1=CC=CC=C1)C1=CC=CC=C1